CC1(NC=2C(=NC=C(N2)C2=C(C=C(C=C2)C2=NN=CN2)C)N=C1)C 3,3-dimethyl-6-(2-methyl-4-(4H-1,2,4-triazol-3-yl)phenyl)-3,4-dihydropyrazino[2,3-b]pyrazin